1,4-butanediol adipate C(CCCCC(=O)O)(=O)O.C(CCCO)O